3-butyl-7-(ethylsulfanyl)-8-hydroxy-2-methyl-5-phenyl-2,3,4,5-tetrahydro-1,2,5-benzothiadiazepine 1,1-dioxide C(CCC)C1N(S(C2=C(N(C1)C1=CC=CC=C1)C=C(C(=C2)O)SCC)(=O)=O)C